tert-butyl {[(2S)-4-methyl-2-({[4-(methylsulfonyl)phenyl]carbamoyl}amino)pentanoyl]amino}acetate CC(C[C@@H](C(=O)NCC(=O)OC(C)(C)C)NC(NC1=CC=C(C=C1)S(=O)(=O)C)=O)C